C/C(/C(=O)OC)=C\CCCC (E)-methyl 2-methylhepta-2-enoate